C(C)OC(CN(C)C)OCC 2,2-diethoxy-N,N-dimethyl-ethanamine